FC1=C(C=CC(=C1)C(F)(F)F)C1=NN(C2=NC=CC=C21)C2CN(C2)C(C=C)=O 1-(3-(3-(2-fluoro-4-(trifluoromethyl)phenyl)-1H-pyrazolo[3,4-b]pyridin-1-yl)azetidin-1-yl)prop-2-en-1-one